C(C(=C)C)(=O)OCCC[Si](C(=O)O)(C(=O)O)C(=O)O 3-methacryloxypropyl-tricarboxylsilane